4-((1S,4S,5R)-5-((5-cyclopropyl-3-(2,6-dichlorophenyl)isoxazol-4-yl)methoxy)-2-azabicyclo[2.2.1]heptan-2-yl)-N-(oxetan-3-ylsulfonyl)benzamide C1(CC1)C1=C(C(=NO1)C1=C(C=CC=C1Cl)Cl)CO[C@H]1[C@@H]2CN([C@H](C1)C2)C2=CC=C(C(=O)NS(=O)(=O)C1COC1)C=C2